butyrylvalerone C(CCC)(=O)CCCCC(CCCC)=O